O[C@H]1COCC[C@@H]1NS(=O)(=O)C1=CC=C(C=C1)C N-[(3R,4S)-3-hydroxyoxan-4-yl]-4-methylbenzenesulfonamide